COC1=C(C=C2C3=C(N(C2=C1)C)C(=NC=C3)C)C3=CC=NC=C3 7-methoxy-1,9-dimethyl-6-(pyridin-4-yl)-9H-pyrido[3,4-b]indole